CC1(NC(CC(C1)C=C(C(=O)O)C)(C)C)C.ClC1=CC=C2C(=CC(=NC2=C1Cl)NCCS(N)(=O)=O)NCC(=O)O (7,8-Dichloro-2-((2-Sulfamoylethyl)Amino)Quinolin-4-Yl)Glycine 2,2,6,6-tetramethylpiperidin-4-yl-methacrylate